N4-(3-chloro-2-fluorophenyl)-7-(((1S,5R)-3-(oxetan-3-yl)-3-azabicyclo[3.1.0]hexan-1-yl)ethynyl)quinazoline-4,6-diamine ClC=1C(=C(C=CC1)NC1=NC=NC2=CC(=C(C=C12)N)C#C[C@]12CN(C[C@@H]2C1)C1COC1)F